CS(=O)(=O)O[Pd]1(NC=2C=CC=CC2C2=CC=CC=C12)P(C1=C(C(=CC=C1OC)OC)C1=C(C=C(C=C1C(C)C)C(C)C)C(C)C)(C(C)(C)C)C(C)(C)C 9-[di-tert-butyl({3,6-dimethoxy-2-[2,4,6-tris(propan-2-yl)phenyl]phenyl})-λ5-phosphanyl]-8-aza-9-palladatricyclo[8.4.0.02,7]tetradeca-1(14),2(7),3,5,10,12-hexaen-9-yl methanesulfonate